The molecule is an unsaturated fatty acyl-CoA that results from the formal condensation of the thiol group of coenzyme A with the carboxy group of (3E)-octenoic acid. It is a medium-chain fatty acyl-CoA and a monounsaturated fatty acyl-CoA. It is a conjugate acid of a (3E)-octenoyl-CoA(4-). CCCC/C=C/CC(=O)SCCNC(=O)CCNC(=O)[C@@H](C(C)(C)COP(=O)(O)OP(=O)(O)OC[C@@H]1[C@H]([C@H]([C@@H](O1)N2C=NC3=C(N=CN=C32)N)O)OP(=O)(O)O)O